ClC1=C(C=CC=C1)C=1N=C(SC1)NC(OCCCC)=O butyl (4-(2-chlorophenyl)thiazol-2-yl)carbamate